COC(=O)CC=1C(NC(N([C@H]2[C@H](OC)[C@H](O)[C@@H](CO)O2)C1)=O)=O 5-Methoxycarbonylmethyl-2'-O-methyl-uridine